(R)-1-((4-(N,N-diethylsulfamoyl)phenyl)sulfonyl)-N-(1-pivaloylazetidin-3-yl)piperidine-3-carboxamide C(C)N(S(=O)(=O)C1=CC=C(C=C1)S(=O)(=O)N1C[C@@H](CCC1)C(=O)NC1CN(C1)C(C(C)(C)C)=O)CC